NC[C@H](COC1=CC=C(C=C1)C(C)(C)C1=CC(=C(C(=C1)Cl)OC[C@@H](CCl)O)Cl)O (R)-1-amino-3-(4-(2-(3,5-dichloro-4-((S)-3-chloro-2-hydroxypropoxy)phenyl)propan-2-yl)phenoxy)propan-2-ol